C1(=CC=CC=C1)COC([C@H](CNC(=O)N(C)CC1=CC=CC=C1)N)=O (S)-2-amino-3-(3-benzyl-3-methylureido)propionic acid phenylmethyl ester